[Cu].[Ni].[Cu] Copper-nickel-copper